C(C1=CC=CC=C1)(C1=CC=CC=C1)(C1=CC=CC=C1)OC1=CC=CC=C1 tritylphenyl ether